NC1=NC(=CC(=N1)N1CCC2(C[C@H](NC2)C(=O)O)CC1)O[C@@H](C(F)(F)F)C1=CC=C(C=C1)C1=CC=C(C=C1)C(N(C)C)=O (S)-8-(2-amino-6-((R)-1-(4'-(dimethylcarbamoyl)-[1,1'-biphenyl]-4-yl)-2,2,2-trifluoroethoxy)pyrimidin-4-yl)-2,8-diazaspiro[4.5]decane-3-carboxylic acid